FC=1C=C(C=CC1C(F)(F)F)CC(=O)NC1=C2C=CN(C(C2=CC=C1C)=O)[C@@H](C(=O)O)C (R)-2-(5-(2-(3-fluoro-4-(trifluoromethyl)phenyl)acetamido)-6-methyl-1-oxoisoquinolin-2(1H)yl)propionic acid